((R)-1-(3-(trifluoromethyl)-1,2,4-oxadiazol-5-yl)ethyl)-8-azabicyclo[3.2.1]octane-3-carboxamide FC(C1=NOC(=N1)[C@H](C)C12CC(CC(CC1)N2)C(=O)N)(F)F